C(C1=CC=CC=C1)(=O)OC[C@@H]1[C@@H]([C@@H]2[C@@H](OC(O2)(C)C)O1)OS(=O)(=O)C(F)(F)F ((3aR,5R,6S,6aR)-2,2-dimethyl-6-(((trifluoromethyl)sulfonyl)oxy)tetrahydrofuro[2,3-d][1,3]dioxol-5-yl)methyl benzoate